N1C=CC2=CC(=CC=C12)CCC#N 3-(1H-indol-5-yl)propanenitrile